FC(C(=O)O)(F)F.C[C@@H]1NC[C@H]1C=1OC=NN1 |r| Trans-rac-2-(2-methylazetidin-3-yl)-1,3,4-oxadiazole trifluoroacetate salt